C[C@](N)(CS)C(=O)O α-Methyl-L-cysteine